CC1(CN(CC2=CC=CC=C12)C(=O)[O-])C 4,4-dimethyl-3,4-dihydroisoquinoline-2(1H)-carboxylate